C(C)(=O)N[C@@H](CC(=O)O)C(=O)NC(C(=O)NCC1=C(C=CC(=C1)OCCC1CNCCC1)C)C=1C=C2C=CC=NC2=CC1 (3S)-3-acetamido-4-((2-((2-methyl-5-(2-(piperidin-3-yl)ethoxy)benzyl)amino)-2-oxo-1-(quinolin-6-yl)ethyl)amino)-4-oxobutanoic acid